4-methyl-5-[3-methyl-7-[[5-[(3S)-3-methylmorpholine-4-carbonyl]pyridin-2-yl]amino]imidazo[4,5-b]pyridin-5-yl]oxypyridine-2-carbonitrile CC1=CC(=NC=C1OC1=CC(=C2C(=N1)N(C=N2)C)NC2=NC=C(C=C2)C(=O)N2[C@H](COCC2)C)C#N